FC(C=1N=C(N(C1)C)C1=CC=C(CN2C3=NC(=NC=C3NC2=O)C=2C(=NC=CC2)C(C)C)C=C1)F 9-(4-(4-(difluoromethyl)-1-methyl-1H-imidazol-2-yl)benzyl)-2-(2-isopropylpyridin-3-yl)-7,9-dihydro-8H-purin-8-one